C(CCCCCCC)OC(C(C(=O)OCCCCCCCC)CCC)=O 2-propylmalonic acid dioctyl ester